FC(CN1C(NC2=CC(=CC=C2C1=O)CN1CCN(CC1)C=1C=CC(=NC1)C(=O)NC)=O)F 5-(4-((3-(2,2-difluoroethyl)-2,4-dioxo-1,2,3,4-tetrahydroquinazolin-7-yl)methyl)piperazin-1-yl)-N-methylpyridineamide